8-Bromo-2-indan-2-yl-3,6-dimethyl-chromen-4-one BrC=1C=C(C=C2C(C(=C(OC12)C1CC2=CC=CC=C2C1)C)=O)C